1H-pyrazolo[3,4-b]pyridin-5-ol N1N=CC=2C1=NC=C(C2)O